ClC1=C(C=CC=C1C1=CC=C(C(=N1)OC)CNC[C@@H]1CCC(N1)=O)C1=C(C(=CC=C1)N1CC=2N=C(N=C(C2C1)OC)CCl)Cl (S)-5-((((6-(2,2'-dichloro-3'-(2-(chloromethyl)-4-methoxy-5,7-dihydro-6H-pyrrolo[3,4-d]pyrimidin-6-yl)-[1,1'-biphenyl]-3-yl)-2-methoxypyridin-3-yl)methyl)amino)methyl)pyrrolidin-2-one